[Br-].ClC1=CC=C(C[N+]2=CC=C(C=C2)CCCOC(=O)C2=CC=3C(C4=CC=CC(=C4C(C3C(=C2)O)=O)O)=O)C=C1 (1-(4-chlorobenzyl)-4-(3-((4,5-dihydroxy-9,10-dioxo-9,10-dihydroanthracene-2-carbonyl)oxy)propyl)pyridin-1-ium) bromide salt